2'-methoxy-[1,1'-biphenyl]-2-carboxylic acid methyl ester COC(=O)C=1C(=CC=CC1)C1=C(C=CC=C1)OC